4-[4-(2-acetamido-1-methylethyl)phenylamino]-6-hydroxy-7-methoxyquinazoline C(C)(=O)NCC(C)C1=CC=C(C=C1)NC1=NC=NC2=CC(=C(C=C12)O)OC